C1(=CC=C(C=C1)/C(=C/C#N)/N)/C(=C/C#N)/N (2z,2'z)-3,3'-(1,4-phenylene)bis(3-aminoacrylonitrile)